ClC=1C=C2C=CC(=NC2=CC1)C1=CC(=CC(=C1)C)C 6-chloro-2-(3',5'-dimethylphenyl)quinoline